BrC=1C=C(NC1)C(C(C)C)=O 1-(4-bromo-1H-pyrrol-2-yl)-2-methylpropan-1-one